C(C)C1=C(SC2=C1NC(CC2=O)=O)Cl 3-Ethyl-chlorothieno[3,2-b]pyridine-5,7(4H,6H)-dione